1-NAPHThYLAMINE C1(=CC=CC2=CC=CC=C12)N